(1s,4s)-4-(6-((3-Fluoroazetidin-3-yl)methoxy)-4-methyl-1-oxoisoindolin-2-yl)-N-(3-methoxy-4-methylphenyl)cyclohexanecarboxamide FC1(CNC1)COC1=CC(=C2CN(C(C2=C1)=O)C1CCC(CC1)C(=O)NC1=CC(=C(C=C1)C)OC)C